COC1=C(C=CC=C1)C1=NN2C(NC=3C=CC=CC3C2=N1)=O 2-(2-Methoxyphenyl)[1,2,4]triazolo[1,5-c]quinazolin-5(6H)-one